C1(=CC=C(C=C1)CC(C=C(C(=O)O)C)NC(=O)OC(C)(C)C)C1=CC=CC=C1 5-([1,1'-biphenyl]-4-yl)-4-((tert-butoxycarbonyl)amino)-2-methylpent-2-enoic acid